2-(2-(difluoromethoxy)phenyl)-9-(4-(3-fluoro-1H-pyrazol-1-yl)benzyl)-7,9-dihydro-8H-purin-8-one FC(OC1=C(C=CC=C1)C1=NC=C2NC(N(C2=N1)CC1=CC=C(C=C1)N1N=C(C=C1)F)=O)F